(1RS,2RS)-2-[(dimethylamino)methyl]-1-(3-methoxyphenyl)cyclohexanol CN(C)C[C@@H]1[C@@](CCCC1)(O)C1=CC(=CC=C1)OC |r|